Cbz-L-tryptophan C(=O)(OCC1=CC=CC=C1)N[C@@H](CC1=CNC2=CC=CC=C12)C(=O)O